O=C1N(C(C(N1)CC=1N=CN(C1)C)=O)C1CC2(CC(C2)OC2=NC=CC=C2C(=O)N)C1 2-{[(αr)-6-[2,5-dioxo-4-(1-methyl-4-imidazolylmethyl)imidazolidin-1-yl]spiro[3.3]heptan-2-yl]oxy}pyridine-3-carboxamide